O=C1NC=CC(=C1)S(=O)(=O)N 2-oxo-1,2-dihydropyridine-4-sulfonamide